tert-butyl 2-(2-(4-((tert-butyldimethylsilyl)oxy)-2-methylbutan-2-yl)-3-((di-tert-butoxyphosphoryl)oxy)-5-methylphenyl)acetate [Si](C)(C)(C(C)(C)C)OCCC(C)(C)C1=C(C=C(C=C1OP(=O)(OC(C)(C)C)OC(C)(C)C)C)CC(=O)OC(C)(C)C